O=C1N(CCC(N1)=O)C1=NN(C2=CC(=CC=C12)C1C(CN(CC1)C(=O)OC(C)(C)C)(F)F)C tert-butyl 4-[3-(2,4-dioxohexahydropyrimidin-1-yl)-1-methyl-indazol-6-yl]-3,3-difluoro-piperidine-1-carboxylate